C(CCCCP(O)(=O)O)P(O)(=O)O pentanediphosphonic acid